CS(CC(=O)C=1SC=CC1)(=O)C 2-(dimethyl-(oxo)-lambda6-sulfanyl)-1-(thiophen-2-yl)ethan-1-one